NC1=NNC2=C1C(=NC=C2)C2=CC(=C(C=C2)NS(=O)(=O)C(F)F)OCC2=CC=C(C=C2)F N-(4-(3-amino-1H-pyrazolo[4,3-c]pyridin-4-yl)-2-((4-fluorophenyl)methoxy)phenyl)-1,1-difluoromethanesulfonamide